N-(4,4-difluorocyclohexyl)-5-methyl-4-(trans-2-((tetrahydro-2H-pyran-4-ylmethyl)-amino)cyclopropyl)-thiophene-2-carboxamide FC1(CCC(CC1)NC(=O)C=1SC(=C(C1)[C@H]1[C@@H](C1)NCC1CCOCC1)C)F